O[C@@H]([C@H](CO[C@H]1O[C@@H]([C@@H]([C@@H]([C@H]1O)O)O)CO)NC(CCCCCOCCCCC1CCOCC1)=O)[C@@H](CCCCCCCCCCCCCC)O N-((2S,3S,4R)-3,4-dihydroxy-1-(((2S,3R,4S,5R,6R)-3,4,5-trihydroxy-6-(hydroxymethyl)tetrahydro-2H-pyran-2-yl)oxy)octadecan-2-yl)-6-(4-(tetrahydro-2H-pyran-4-yl)butoxy)hexanamide